O=S1(C[C@H](C=C1)C1=C(C(=NC2=CC=CC=C12)OC)C(=O)N)=O [(3R)-1,1-dioxo-2,3-dihydrothiophen-3-yl]-2-methoxyquinoline-3-carboxamide